[Pb](I)I.CNC dimethylamine lead iodide salt